C(CC1=CC=CC=C1)[C@@]1(NCCC1)C(=O)O α-phenethyl-proline